4-(1-(quinolin-7-yl)ethyl)piperazin N1=CC=CC2=CC=C(C=C12)C(C)N1CCNCC1